1-methyl-4-n-heptanol CCCCC(CCC)O